2-trifluoromethyltetrahydrofuran FC(C1OCCC1)(F)F